[Cl-].[Cl-].C[SiH](C)[Zr+2](C1C(=CC2=C(C(=CC=C12)C(C)C)C(C)C)C)C1C(=CC2=C(C(=CC=C12)C(C)C)C(C)C)C dimethylsilylbis(2-methyl-4,5-diisopropyl-1-indenyl)zirconium dichloride